gamma-(2-propylethyl)aminopropyl-trimethoxysilane C(CC)CCNCCC[Si](OC)(OC)OC